C(#N)C=1C(=NC(=C(C1CC)C#N)N(C)C)S[C@@H](C(=O)N)C1=CC=CC=C1 (R)-2-((3,5-dicyano-6-(dimethylamino)-4-ethylpyridin-2-yl)thio)-2-phenylacetamide